CCCCCCCCCC1=CC=C(C=C1)O Nonyl-Phenol